(R)-N-(3-(5-fluoro-2-((6-(2-(hydroxymethyl)phenyl)pyridin-3-yl)amino)pyrimidin-4-yl)-1H-indol-7-yl)-3-methoxy-2-(4-methylpiperazin-1-yl)propanamide FC=1C(=NC(=NC1)NC=1C=NC(=CC1)C1=C(C=CC=C1)CO)C1=CNC2=C(C=CC=C12)NC([C@@H](COC)N1CCN(CC1)C)=O